(E)-6-(7-Azabicyclo[2.2.1]heptane-7-yl)-3-(((tert-butylsulfinyl)imino)methyl)-2-chloro-N,N-Dimethylisonicotinamide C12CCC(CC1)N2C=2N=C(C(=C(C(=O)N(C)C)C2)/C=N/S(=O)C(C)(C)C)Cl